di-tert-butyl (((6-hydroxy-5'-methyl-4-pentyl-2'-(prop-1-en-2-yl)-[1,1'-biphenyl]-2-yl)oxy)methyl) phosphate P(=O)(OC(C)(C)C)(OC(C)(C)C)OCOC1=C(C(=CC(=C1)CCCCC)O)C1=C(C=CC(=C1)C)C(=C)C